C(C)N(C=1C=C2OC3=CCCCC3=CC2=CC1)CC 6-diethylamino-1,2,3-trihydroxanthene